OC[C@@H](C(OC)=O)NC([C@H](CO[Si](C(C)(C)C)(C)C)NC(=O)C=1N=C(SC1)C=1CCN(CC1)C(=O)OC(C)(C)C)=O Tert-butyl 4-(4-(((4S,7S)-4-(hydroxymethyl)-10,10,11,11-tetramethyl-3,6-dioxo-2,9-dioxa-5-aza-10-siladodecan-7-yl)carbamoyl)thiazol-2-yl)-3,6-dihydropyridine-1(2H)-carboxylate